C(C)S(=O)(=O)NC1=CC(=C(OC=2C=C(OCCOC3CCN(CC3)C3=CC=C(C(=O)O)C=C3)C=CC2)C=C1)C=1C2=C(C(N(C1)C)=O)NC=C2 4-[4-[2-[3-[4-(ethylsulfonylamino)-2-(6-methyl-7-oxo-1H-pyrrolo[2,3-c]pyridin-4-yl)phenoxy]phenoxy]ethoxy]-1-piperidyl]benzoic acid